ClC1=CC=C(CN2CCN(CC2)C(\C=C\C2=C(C=C(C=C2)O)O)=O)C=C1 (E)-1-(4-(4-chlorobenzyl)piperazinyl)-3-(2,4-dihydroxyphenyl)-2-propen-1-one